Sodium 4-(4-ethylpiperazin-1-yl)thiophenol C(C)N1CCN(CC1)C1=CC=C(C=C1)S.[Na]